CC1(N(CCC(C1)C1=CC=CC=C1)C(=O)NCCCCC)C 2,2-dimethyl-N-pentyl-4-phenylpiperidine-1-carboxamide